C(CCCCCCC)OC(=O)C1=CC=2C(=NN(N2)C2=C(C=C(C=C2)OC)O)C=C1 2-(2-hydroxy-4-methoxyphenyl)2H-benzotriazole-5-carboxylic acid n-octyl ester